C1(CCCCC1)NC(OC1=CC(=CC=C1)C=1C=NC=C(C1)C1=NN=CN1COCC[Si](C)(C)C)=O 3-(5-(4-((2-(trimethylsilyl)ethoxy)methyl)-4H-1,2,4-triazol-3-yl)pyridin-3-yl)phenyl cyclohexylcarbamate